3-diazo-1,7-dimethylindoline [N+](=[N-])=C1CN(C2=C(C=CC=C12)C)C